CN(C(=O)C1=NN(C=C1NC(=O)C=1N=C(SC1)C=1C=NNC1)C)C N-[3-(dimethylcarbamoyl)-1-methyl-1H-pyrazol-4-yl]-2-(1H-pyrazol-4-yl)-1,3-thiazole-4-carboxamide